Cl.OC1=C(C(=CC(=C1)C(F)(F)F)C)C1=CC2=C(N=N1)N(CCC2)[C@@H]2C[C@@H](CNC2)O (3S,5R)-5-(3-(2-hydroxy-6-methyl-4-(trifluoromethyl)phenyl)-6,7-dihydropyrido[2,3-c]pyridazin-8(5H)-yl)piperidin-3-ol hydrochloride